(E)-3-phenylpropa-2-enal C1(=CC=CC=C1)/C=C/C=O